C1(CC1)C(=O)NC=1C=C(C(=O)N)C=C(N1)C 2-(cyclopropanecarboxamido)-6-methylisonicotinamide